CN(C=1C=CC=2N(C3=CC=C(C=C3SC2C1)N(C)C)C(=O)OCC1=C(N2C([C@@H](C2SC1)NC(CC1=CC=CC=C1)=O)=O)C(=O)O)C (7S)-3-(((3,7-bis(dimethyl-amino)-10H-phenothiazine-10-carbonyl)oxy)methyl)-8-oxo-7-(2-phenyl-acetamido)-5-thia-1-azabicyclo[4.2.0]oct-2-ene-2-carboxylic acid